7-vinyl-3-((3-isopropoxy-3-oxopropyl)amino)benzo[e][1,2,4]Triazine-1-oxide C(=C)C1=CC2=C(N=C(N=[N+]2[O-])NCCC(=O)OC(C)C)C=C1